(3S,4S) or (3R,4R)-6-chloro-N-(5-chloro-1-cyclopropyl-1H-pyrazol-4-yl)-7-(3-fluoro-1-methylpiperidin-4-yl)quinazolin-2-amine ClC=1C=C2C=NC(=NC2=CC1[C@H]1[C@@H](CN(CC1)C)F)NC=1C=NN(C1Cl)C1CC1 |o1:11,12|